N[C@H]1[C@@H](CCCC1)C1=C(C2=NC(=CC(=C2S1)NCC1=CC=CC=C1)Cl)C#C 2-((1r,2r)-2-aminocyclohexyl)-N-benzyl-5-chloro-3-ethynylthieno[3,2-b]pyridin-7-amine